CC1=CC=CC(=N1)C1=NC=2N(C(=C1)NC=1C=NNC1)N=CC2 5-(6-methylpyridin-2-yl)-N-(1H-pyrazol-4-yl)pyrazolo[1,5-a]pyrimidin-7-amine